COCOC=1C(=CC2=CN(N=C2C1C)C)C1=NC=2C=CN(C(C2C=C1)=O)[C@@H]1C[C@@H](N(CC1)C(=O)OC(C)(C)C)C tert-butyl (2S,4S)-4-[2-[6-(methoxymethoxy)-2,7-dimethyl-indazol-5-yl]-5-oxo-1,6-naphthyridin-6-yl]-2-methyl-piperidine-1-carboxylate